(R,E)-2-cyano-N-(1-(3,4-dimethoxyphenyl)ethyl)-3-(5-(1-methyl-1H-pyrazol-4-yl)-1H-pyrrolo[2,3-b]pyridin-3-yl)acrylamide C(#N)/C(/C(=O)N[C@H](C)C1=CC(=C(C=C1)OC)OC)=C\C1=CNC2=NC=C(C=C21)C=2C=NN(C2)C